(R)-1-amino-1'-(6-((2-amino-3-chloropyridin-4-yl)thio)pyrido[2,3-b]pyrazin-2-yl)-1,3-dihydrospiro[indene-2,4'-piperidine]-6-carbonitrile N[C@H]1C2=CC(=CC=C2CC12CCN(CC2)C=2N=C1C(=NC2)N=C(C=C1)SC1=C(C(=NC=C1)N)Cl)C#N